(3S)-N-((1R,2R,4S)-7-cyano-7-azabicyclo[2.2.1]heptan-2-yl)-1-(3-(cyanomethyl)phenyl)-3-pyrrolidinecarboxamide C(#N)N1[C@H]2[C@@H](C[C@@H]1CC2)NC(=O)[C@@H]2CN(CC2)C2=CC(=CC=C2)CC#N